4-{3-bromo-5-chloropyrazolo[1,5-a]pyrimidin-7-yl}-1-methyl-1H-pyrazole BrC=1C=NN2C1N=C(C=C2C=2C=NN(C2)C)Cl